(3S,8S,9S,10R,13R,14S,17R)-10,13-dimethyl-17-((R)-4-(quinolin-2-yl)butan-2-yl)-2,3,4,7,8,9,10,11,12,13,14,15,16,17-tetradecahydro-1H-cyclopenta[a]phenanthren-3-ol C[C@]12[C@H]3CC[C@@]4([C@H](CC[C@H]4[C@@H]3CC=C2C[C@H](CC1)O)[C@H](C)CCC1=NC2=CC=CC=C2C=C1)C